5-(trifluoromethyl)piperidin-3-ylcarbamic acid tert-butyl ester C(C)(C)(C)OC(NC1CNCC(C1)C(F)(F)F)=O